FC1=C(COC2=CC=CC(=N2)C2=CC(=C(CC3=NC4=C(N3[C@@H]3COCC3(C)C)C=C(C=C4)C(=O)O)C=C2F)F)C(=CC=C1)F (S)-2-(4-(6-((2,6-difluorobenzyl)oxy)pyridin-2-yl)-2,5-difluorobenzyl)-1-(4,4-dimethyltetrahydrofuran-3-yl)-1H-benzo[d]imidazole-6-carboxylic acid